4-(difluoromethyl)-2-(3-((R)-((1r,3R)-3-fluorocyclobutyl)(4-methyl-4H-1,2,4-triazol-3-yl)methyl)phenyl)-6-(((1-methylcyclobutyl)amino)methyl)isoindolin-1-one FC(C1=C2CN(C(C2=CC(=C1)CNC1(CCC1)C)=O)C1=CC(=CC=C1)[C@H](C1=NN=CN1C)C1CC(C1)F)F